3-CHLORO-2-HYDROXYISONICOTINALDEHYDE ClC1=C(C=O)C=CN=C1O